2-(2-chloropyrimidin-5-yl)ethynyl-trimethyl-silane ClC1=NC=C(C=N1)C#C[Si](C)(C)C